C(OCCCCO)([O-])=O (4-hydroxybutyl) carbonate